5-methyl-4-nitro-1-(epoxyhexane-4-yl)-1H-pyrazol-3-ol CC1=C(C(=NN1C(CCC)C1CO1)O)[N+](=O)[O-]